NC1=C2C(=NC=N1)N(N=C2C2=CC=C(C=C2)OC2=CC=CC=C2)C(C)C=2OC1=CC=CC=C1C(C2C2=CC(=CC=C2)F)=O 2-(1-(4-amino-3-(4-phenoxyphenyl)-1H-pyrazolo[3,4-d]pyrimidin-1-yl)ethyl)-3-(3-fluorophenyl)-4H-chromen-4-one